O1C(=NC2=C1C=CC=C2)C=2C=C(C=O)C=CC2O 3-(2-benzoxazolyl)-4-hydroxybenzaldehyde